tert-butyl 4-(6-((4-fluorobenzofuran-7-yl)methoxy)pyridin-2-yl)piperidine-1-carboxylate FC1=CC=C(C2=C1C=CO2)COC2=CC=CC(=N2)C2CCN(CC2)C(=O)OC(C)(C)C